4-hexyl-2-cyclohexene C(CCCCC)C1C=CCCC1